2-(tert-butoxycarbonylamino)pyrimidine-5-boronic acid pinacol ester C(C)(C)(C)OC(=O)NC1=NC=C(C=N1)B1OC(C)(C)C(C)(C)O1